(R)-2-(6-(5-(hydroxymethyl)-6,7-dihydro-5H-pyrrolo[2,1-c][1,2,4]triazol-3-yl)pyridin-2-yl)isoindolin-1-one OC[C@H]1CCC2=NN=C(N21)C2=CC=CC(=N2)N2C(C1=CC=CC=C1C2)=O